p-aminophenyl-p-anisate NC1=CC=C(C=C1)OC(C1=CC=C(C=C1)OC)=O